N1=C(C=CC=C1)CNCC1=CC=C(C=C1)CN(C1CC2=C(C=CC=C2CC1)F)CC=1NC=CN1 N-(2-pyridinylmethyl)-N'-(1H-imidazol-2-ylmethyl)-N'-(8-Fluoro-1,2,3,4-tetrahydro-2-naphthalenyl)-1,4-benzenedimethanamine